C(C1=CC=CC=C1)OC(CN1CCC(CC1)C1=CC=C(C(=O)OC(C)(C)C)C=C1)=O tert-butyl 4-(1-(2-(benzyloxy)-2-oxoethyl)piperidin-4-yl)benzoate